ClC1=CC(=C(OC2=CC=C(\C=C/3\C(=C(C4=CC(=CC=C34)F)CC(=O)O)C)C=C2)C=C1)C (Z)-2-(1-(4-(4-Chloro-2-methylphenoxy)benzylidene)-5-fluoro-2-methyl-1H-inden-3-yl)acetic acid